FC=1C=C(C(=NC1)C1(C=C(C(C(C1)(C)C)=O)C#N)OC)C=1C=NC=C(C1)S(=O)(=O)C(C)C 3-{5-fluoro-5'-[(propan-2-yl)sulfonyl][3,3'-bipyridin]-2-yl}-3-methoxy-5,5-dimethyl-6-oxocyclohex-1-ene-1-carbonitrile